N=1C=C(N2C1C=CC=C2)C2CN(CCC2)C2=NC(=NC(=C2)C(C)C)N 4-(3-(imidazo[1,2-a]pyridin-3-yl)piperidin-1-yl)-6-isopropylpyrimidin-2-amine